ClCC1=CC=C(C=C1)CN1CCC(CC1)C=1C=CC(=NC1)NC=1N=CC2=C(N1)N(C(=C2)C(=O)N(C)C)C2CCCC2 2-[[5-[1-[[4-(chloromethyl)phenyl]methyl]-4-piperidyl]-2-pyridyl]amino]-7-cyclopentyl-N,N-dimethyl-pyrrolo[2,3-d]pyrimidine-6-carboxamide